6-(2-hydroxy-2-(4'-isopropoxy-[1,1'-biphenyl]-3-yl)acetyl)-2-(1-phenylcyclopropyl)-5,6,7,8-tetrahydropyrido[4,3-d]pyrimidin-4(3H)-one OC(C(=O)N1CC2=C(N=C(NC2=O)C2(CC2)C2=CC=CC=C2)CC1)C=1C=C(C=CC1)C1=CC=C(C=C1)OC(C)C